FC1=C(C(=CC=2C3=C(C(=NC12)O[C@@H](C)[C@H]1N(CCC1)C)N=NN3C3CCN(CC3)C(\C=C\CF)=O)C)C=3C=CC=C1C=CC=C(C31)C#N 8-(6-fluoro-1-(1-((E)-4-fluorobut-2-enoyl)piperidin-4-yl)-8-methyl-4-((S)-1-((S)-1-methylpyrrolidin-2-yl)ethoxy)-1H-[1,2,3]triazolo[4,5-c]quinolin-7-yl)-1-naphthonitrile